(S)-N-(1-(4-(tert-butyl)phenyl)ethyl)-1-(cyclobutylmethyl)-2-methyl-1H-indole-6-carboxamide C(C)(C)(C)C1=CC=C(C=C1)[C@H](C)NC(=O)C1=CC=C2C=C(N(C2=C1)CC1CCC1)C